C1=CC=C2C(=C1)C(=C(C(=O)N2)F)F difluoroquinolone